C(C)(C)(C)OC(=O)N(C1=CC=C(C=C1)O)C1CCN(CC1)C(=O)OC(C)(C)C tert-Butyl 4-(N-tert-butoxycarbonyl-4-hydroxy-anilino)piperidine-1-carboxylate